neoPentyl glycol adipate C(CCCCC(=O)O)(=O)O.OCC(C)(CO)C